(S)-3-(((tetrahydrofuran-3-yl)oxy)methyl)benzaldehyde O1C[C@H](CC1)OCC=1C=C(C=O)C=CC1